1-octadecanoyl-2-(5Z,14Z-eicosadienoyl)-sn-glycero-3-phosphocholine CCCCCCCCCCCCCCCCCC(=O)OC[C@H](COP(=O)([O-])OCC[N+](C)(C)C)OC(=O)CCC/C=C\CCCCCCC/C=C\CCCCC